C12CN(CC(N1)C2)C2=NC=C(C(=N2)NC=2C=C1C=NNC1=CC2)F N-(2-(3,6-diazabicyclo[3.1.1]hept-3-yl)-5-fluoropyrimidin-4-yl)-1H-indazol-5-amine